C(C)OC1=NC=CC=C1C1=NC=2C(N(CC3(C(CN(CC3)C3=C(C=C(C=C3)F)C(F)(F)F)CC)C2C=C1)C1CNCC1)=O 2-(2-ethoxypyridin-3-yl)-3'-ethyl-1'-[4-fluoro-2-(trifluoromethyl)phenyl]-7-(pyrrolidin-3-yl)-6,7-dihydro-8H-spiro[1,7-naphthyridine-5,4'-piperidin]-8-one